N-(4-bromo-1-methyl-pyrazol-3-yl)acetamide BrC=1C(=NN(C1)C)NC(C)=O